(S)-2-((1-(2-(isoindolin-2-yl)-7-methyl-4-oxo-4H-pyrido[1,2-a]pyrimidin-9-yl)ethyl)amino)benzamide C1N(CC2=CC=CC=C12)C=1N=C2N(C(C1)=O)C=C(C=C2[C@H](C)NC2=C(C(=O)N)C=CC=C2)C